N-ethyl-5-fluoro-N-isopropylbenzamide hydrochloride Cl.C(C)N(C(C1=CC=CC(=C1)F)=O)C(C)C